C1(CCC1)S(=O)(=O)NC1=NC=CC(=N1)C(C(=O)NC1=C(C=C(C=C1)C1=NC(=CN=C1)OC(C)C)F)(C)C 2-(2-(cyclobutanesulfonamido)pyrimidin-4-yl)-N-(2-fluoro-4-(6-isopropoxypyrazin-2-yl)phenyl)-2-methylpropanamide